CC=1C(=NC=CC1)C(=O)Cl 3-methyl-2-pyridineformyl chloride